C(C)(C)N(P(OCCCCC(C)SSCCCCCCOC(C1=CC=CC=C1)(C1=CC=C(C=C1)OC)C1=CC=C(C=C1)OC)OCCC#N)C(C)C 5-((6-(bis(4-methoxyphenyl)(phenyl)methoxy)hexyl) disulfaneyl)hexyl (2-cyanoethyl) diisopropylphosphoramidite